C(#N)C1=C(C=C(C=N1)N1C(N(C(C1=O)(C)C)CCC(=O)O)=S)OC 3-(3-(6-cyano-5-methoxypyridin-3-yl)-5,5-dimethyl-4-oxo-2-thioxoimidazolidin-1-yl)propanoic acid